4-(4-(tosyloxy)cyclohexyl)piperazine-1-carboxylic acid benzyl ester C(C1=CC=CC=C1)OC(=O)N1CCN(CC1)C1CCC(CC1)OS(=O)(=O)C1=CC=C(C)C=C1